1-(1-(1,4-Dioxan-2-yl)isochinolin-4-yl)-N-(5-chloro-6-(2H-1,2,3-triazol-2-yl)-pyridin-3-yl)-5-(trifluoromethyl)-1H-pyrazol-4-carboxamid O1C(COCC1)C1=NC=C(C2=CC=CC=C12)N1N=CC(=C1C(F)(F)F)C(=O)NC=1C=NC(=C(C1)Cl)N1N=CC=N1